[Fe+3].ClCC(=O)NC1=CC=C(C=C1)C#N 2-chloro-N-(4-cyanophenyl)acetamide Iron(III)